6-((6-bromo-3H-imidazo[4,5-b]pyridin-3-yl)methyl)-2,3-dihydrobenzo[b][1,4]dioxin-2-carbonitrile BrC=1C=C2C(=NC1)N(C=N2)CC2=CC1=C(OC(CO1)C#N)C=C2